3-oxo-5-amino-Hexanoic acid O=C(CC(=O)O)CC(C)N